FC1=CC=C(C=C1)C=1N2C(C=3C=CC=CC3C1)=C1C=CC=CC1=N2 6-(4-Fluorophenyl)indazolo[3,2-a]isoquinoline